(2,3-dimethylbutan-2-yl)dimethylsilanol CC(C)(C(C)C)[Si](O)(C)C